5-(2-(dimethylamino)ethoxy)-2-methylbenzamide CN(CCOC=1C=CC(=C(C(=O)N)C1)C)C